ClC1=C(C=CC=C1)C=1NC(=C(N1)C1=CC=CC=C1)C1=CC=CC=C1 2-(o-chlorophenyl)-4,5-Diphenyl-imidazole